NC1=CC(=C(C=C1)C1=CC=C(C(=N1)C#N)F)Cl 6-(4-amino-2-chlorophenyl)-3-fluoropyridinecarbonitrile